4-nitrobenzoic acid-(2-bromo)-ethyl ester BrCCOC(C1=CC=C(C=C1)[N+](=O)[O-])=O